C1CCN(CC1)CC2=CC(=CC=C2)O 3-(1-Piperidinylmethyl)phenol